C(C)(C)(C)OC(=O)N1[C@@H](C[C@@H](C1)NC=1N=CC2=CC(=NC(=C2C1)NC(C)C)C#N)CO (2S,4S)-4-((7-cyano-5-(isopropylamino)-2,6-naphthyridin-3-yl)amino)-2-(hydroxymethyl)pyrrolidine-1-carboxylic acid tert-butyl ester